C(CCCCCCC\C=C/C[C@H](O)CCCCCC)(=O)OCC(CO)O ricinoleic acid, 2,3-dihydroxypropyl ester